1-(6-(piperidin-4-yl)pyrazolo[1,5-a]pyridin-3-yl)dihydropyrimidine-2,4(1H,3H)-dione trifluoroacetate FC(C(=O)O)(F)F.N1CCC(CC1)C=1C=CC=2N(C1)N=CC2N2C(NC(CC2)=O)=O